1-(4-(2-(4-(4-Methyl-3-(morpholinosulfonyl)phenyl)-1H-pyrazol-1-yl)ethyl)piperazin-1-yl)ethan-1-one CC1=C(C=C(C=C1)C=1C=NN(C1)CCN1CCN(CC1)C(C)=O)S(=O)(=O)N1CCOCC1